tert-butyl N-[5-[[2-[(2R,5S)-2-(1H-benzimidazol-5-yl)-5-methyl-1-piperidyl]-2-oxo-acetyl]amino]-3-methyl-2-pyridyl]carbamate N1C=NC2=C1C=CC(=C2)[C@@H]2N(C[C@H](CC2)C)C(C(=O)NC=2C=C(C(=NC2)NC(OC(C)(C)C)=O)C)=O